S1C(=CC=C1)C(C)N 1-(thien-2-yl)ethylamine